Cl.CN1CCN(CCC1)NC(=O)C1=C(N=C(S1)C1=CC(=C(C=C1)OCC(C)C)C#N)C N-(4-methyl-homopiperazinyl)-2-(3-cyano-4-isobutoxyphenyl)-4-methylthiazole-5-carboxamide hydrochloride